tert-butyl (R)-(2-(((3-(5-(1-cyclopropyl-1H-pyrazol-4-yl)-2-(4,4-difluoroazepan-1-yl)-4-methylnicotinamido)phenyl)(methyl)(oxo)-λ6-sulfaneylidene)amino)-2-oxoethyl)(methyl)carbamate C1(CC1)N1N=CC(=C1)C=1C=NC(=C(C(=O)NC=2C=C(C=CC2)[S@](=O)(C)=NC(CN(C(OC(C)(C)C)=O)C)=O)C1C)N1CCC(CCC1)(F)F